COC1=CC=C(C=C1)C1=C(C(C(=C1C1=CC=C(C=C1)OC)C1=CC=CC=C1)=O)C1=CC=CC=C1 3,4-bis(4-methoxyphenyl)-2,5-diphenylcyclopent-2,4-dienone